5-(4-cyclopropyl-1H-imidazol-1-yl)-2-fluoro-N-(6-(4-isopropyl-4H-1,2,4-triazol-3-yl)pyridin-2-yl)-N'-methoxy-4-methylbenzidine C1(CC1)C=1N=CN(C1)C=1C(CC(=C(C1)C1=CC=C(NOC)C=C1)F)(NC1=NC(=CC=C1)C1=NN=CN1C(C)C)C